2-(dimethylamino)propyl imidazole-1-carboxylate N1(C=NC=C1)C(=O)OCC(C)N(C)C